2-((1R,2S)-1-(4-chloro-2-cyanophenyl)-1-(1-methyl-1H-pyrazol-4-yl)propan-2-yl)-5-hydroxy-N-(isoxazol-4-yl)-1-methyl-6-oxo-1,6-dihydropyrimidine-4-carboxamide ClC1=CC(=C(C=C1)[C@@H]([C@H](C)C=1N(C(C(=C(N1)C(=O)NC=1C=NOC1)O)=O)C)C=1C=NN(C1)C)C#N